((5-((3-([1,2,4]triazolo[1,5-a]pyridin-6-yl)-2-methylbenzyl)oxy)-2-formylphenoxy)methyl)nicotinonitrile N=1C=NN2C1C=CC(=C2)C=2C(=C(COC=1C=CC(=C(OCC3=C(C#N)C=CC=N3)C1)C=O)C=CC2)C